(2S,3R)-2-(benzyloxy)-3-(3,4-bis(methoxymethoxy)phenyl)-3-((tertbutyldimethylsilyl)oxy)-1-((S)-4-phenyl-2-thioxooxazolidin-3-yl)propan-1-one C(C1=CC=CC=C1)O[C@H](C(=O)N1C(OC[C@@H]1C1=CC=CC=C1)=S)[C@H](O[Si](C)(C)C(C)(C)C)C1=CC(=C(C=C1)OCOC)OCOC